C(=O)(OC)C1=CC(=C(OC(C(=O)O)C2=CC3=C(C=C2)OCO3)C=C1)CCC α-(4-carbomethoxy-2-n-propylphenoxy)-3,4-methylenedioxyphenylacetic acid